[V].[Ni].[Mo].[Cr].[C] carbon chromium molybdenum nickel vanadium